2-acrylamido-2-methylpropanesulfonic acid lithium salt [Li+].C(C=C)(=O)NC(CS(=O)(=O)[O-])(C)C